N-(4-cyano-2,3,5,6-tetrafluorophenyl)-2-(4-methoxybenzyl)-2,3,3-trimethylbutyramide C(#N)C1=C(C(=C(C(=C1F)F)NC(C(C(C)(C)C)(C)CC1=CC=C(C=C1)OC)=O)F)F